5-(2-ethyl-5-fluoropyridin-4-yl)-1-{[2-(trimethylsilyl)ethoxy]methyl}pyrazole-3-carboxylic acid C(C)C1=NC=C(C(=C1)C1=CC(=NN1COCC[Si](C)(C)C)C(=O)O)F